ClC=1C(=CC(=C(C1)[C@H](N[S@@](=O)C(C)(C)C)C1CCN(CC1)C(=O)C=1C=NC=2N(C1)C=CN2)OCC=C)C (S)-N-[(R)-[5-chloro-4-methyl-2-(prop-2-en-1-yloxy)phenyl](1-[imidazo[1,2-a]pyrimidine-6-carbonyl]piperidin-4-yl)methyl]-2-methylpropane-2-sulfinamide